N-(4-fluoro-3-methylphenyl)-1,2,4-trimethyl-5-(2-((1-(morpholinomethyl)cyclohexyl)amino)-2-oxoacetyl)-1H-pyrrole-3-carboxamide FC1=C(C=C(C=C1)NC(=O)C1=C(N(C(=C1C)C(C(=O)NC1(CCCCC1)CN1CCOCC1)=O)C)C)C